allyldimethyl-(3-aminopropyl)ammonium chloride [Cl-].C(C=C)[N+](CCCN)(C)C